CC1CN(CCC1)C(=O)C=1C=NN2C1C=CC=C2C=2C=CC(=NC2)N2C(OCC2)=O 3-(5-(3-(3-methylpiperidine-1-carbonyl)pyrazolo[1,5-a]pyridin-7-yl)pyridin-2-yl)oxazolidin-2-one